N-phenyl-propioamide C1(=CC=CC=C1)NC(CC)=O